1-((2-aminothiazol-5-yl)methyl)-N-(4-fluorophenyl)piperidine-3-carboxamide NC=1SC(=CN1)CN1CC(CCC1)C(=O)NC1=CC=C(C=C1)F